tert-Butyl 4-((4-(cyclopropylmethoxy)-2-(4-(methoxycarbonyl)-3-(methylamino)phenyl)piperidin-1-yl)methyl)-5-methoxy-7-methyl-1H-indole-1-carboxylate C1(CC1)COC1CC(N(CC1)CC1=C2C=CN(C2=C(C=C1OC)C)C(=O)OC(C)(C)C)C1=CC(=C(C=C1)C(=O)OC)NC